Icosyl (S)-2-(((R)-(((2R,3S,5R)-5-(6-amino-2-fluoro-9H-purin-9-yl)-2-ethynyl-3-hydroxytetrahydrofuran-2-yl) methoxy)(phenoxy)phosphoryl)amino)-3-(3,5-difluorophenyl)propanoate NC1=C2N=CN(C2=NC(=N1)F)[C@H]1C[C@@H]([C@@](O1)(C#C)CO[P@@](=O)(OC1=CC=CC=C1)N[C@H](C(=O)OCCCCCCCCCCCCCCCCCCCC)CC1=CC(=CC(=C1)F)F)O